N1(CCC=CC1)C(=O)O.C(C)(C)(C)C=1C=C(C=C(C1)C(C)(C)C)C=1SC=CC1 3,5-di-tert-butylphenyl-thiophene 3,6-dihydropyridine-1(2H)-carboxylate